ON1[C@@H]2CC[C@H](N(C1=O)C2)C(=O)NOCCN(C(OC(C)(C)C)=O)CCC tert-butyl {2-[({[(2S,5R)-6-hydroxy-7-oxo-1,6-diazabicyclo[3.2.1]oct-2-yl]carbonyl}-amino)oxy]ethyl}propylcarbamate